5-fluoro-3,3-dimethyl-2,3-dihydrobenzo[b][1,4]dioxine-6-carbaldehyde FC1=C(C=CC=2OCC(OC21)(C)C)C=O